C(CC)OC=1C=2N(C=CN1)N=C(C2)N 4-propoxypyrazolo[1,5-a]pyrazin-2-amine